FC(C1=CC=C(C=C1)C1=NOC=N1)(F)F 3-(4-(trifluoromethyl)phenyl)-1,2,4-oxadiazol